(Z)-ethyl 2-chloro-2-(2-phenylhydrazono)acetate Cl\C(\C(=O)OCC)=N/NC1=CC=CC=C1